5,6-dimethoxyisobenzofuran-1,3-dione COC=1C=C2C(OC(C2=CC1OC)=O)=O